C([C@H]([C@@H](CO)O)O)O The molecule is the D-enantiomer of threitol. It has a role as a human metabolite. It is an enantiomer of a L-threitol.